tert-butyl-3-(5-carbamoyl-6-(4-phenoxyphenyl)pyridin-2-yl)-2H-pyrrole-1(5H)-carboxylate C(C)(C)(C)OC(=O)N1CC(=CC1)C1=NC(=C(C=C1)C(N)=O)C1=CC=C(C=C1)OC1=CC=CC=C1